3-cyclopropyl-1-phenyl-1H-pyrazole-5-amine C1(CC1)C1=NN(C(=C1)N)C1=CC=CC=C1